3-fluoro-4,4'-diaminobiphenyl FC=1C=C(C=CC1N)C1=CC=C(C=C1)N